(S)-N'-(2-cyclopropyl-4-(difluoromethoxy)-6-isopropylphenylcarbamoyl)-4-((dimethylamino)methyl)benzenesulfonimidamide C1(CC1)C1=C(C(=CC(=C1)OC(F)F)C(C)C)NC(=O)N=[S@@](=O)(N)C1=CC=C(C=C1)CN(C)C